N-(4-fluoro-2-methanesulfonylphenyl)-2-methylpyrimidine-5-carboxamide FC1=CC(=C(C=C1)NC(=O)C=1C=NC(=NC1)C)S(=O)(=O)C